CN1CCCN(S1(=O)=O)S(=O)(=O)NC(=C)NC 6-Methyl-N-[1-(methylamino)ethenyl]-1,1-dioxo-1,2,6-thiadiazinan-2-sulfonamid